4-amino-7-chloro-N-(cyclopropylmethyl)-N-(5-(trifluoromethyl)-2,3-dihydro-1H-inden-1-yl)imidazo[1,5-a]quinoxaline-8-carboxamide NC=1C=2N(C3=CC(=C(C=C3N1)Cl)C(=O)N(C1CCC3=CC(=CC=C13)C(F)(F)F)CC1CC1)C=NC2